N1C=C(C2=CC=CC=C12)C1=NC(=NC=C1)NC=1C(=CC(=C(C1)NC(\C=C\CN1CCNCC1)=O)N(C)C)OC (E)-N-(5-((4-(1H-indol-3-yl)pyrimidin-2-yl)amino)-2-(dimethylamino)-4-methoxyphenyl)-4-(piperazin-1-yl)but-2-enamide